COC(=O)C1=CC2=C(N=C(S2)N2[C@@H](CNCC2)C)C(=C1)C(C)C (R)-4-isopropyl-2-(2-methylpiperazin-1-yl)benzo[d]thiazole-6-carboxylic acid methyl ester